5-(4-(4-(2-(2-aminopyridin-3-yl)-5-(3-fluorophenyl)-3H-imidazo[4,5-b]pyridin-3-yl)benzyl)piperazine-1-carbonyl)-2-hydroxybenzaldehyde NC1=NC=CC=C1C1=NC=2C(=NC(=CC2)C2=CC(=CC=C2)F)N1C1=CC=C(CN2CCN(CC2)C(=O)C=2C=CC(=C(C=O)C2)O)C=C1